C(CC)OC(=O)C1=CC=C(C=C1)C1=CC=C(C=C1)C(=O)OCCC.BrC1=CC(=C(C=C1)COCC1=CC=C(C=C1)OC)F 4-bromo-2-fluoro-1-(((4-methoxyphenyl)methoxy)methyl)benzene dipropyl-4,4'-biphenyl-dicarboxylate